7H-pyrrolo[2,3-d]Pyrimidine-2-Amine N1=C(N=CC2=C1NC=C2)N